ethyl 4-cyclopropyl-3-(2-methyl-2H-benzo[d][1,2,3]triazol-4-yl)isothiazole-5-carboxylate C1(CC1)C=1C(=NSC1C(=O)OCC)C1=CC=CC2=NN(N=C21)C